FC1=CC2=CN(N=C2C=C1CO)CCOC (5-Fluoro-2-(2-methoxyethyl)-2H-indazol-6-yl)-methanol